N-cyclohexyl-N~2~-{[1-({3,4-difluoro-2-[(2-fluoro-4-iodophenyl)amino]phenyl}carbonyl)-3-hydroxyazetidin-3-yl]methyl}-2-methylalaninamide C1(CCCCC1)NC(C(NCC1(CN(C1)C(=O)C1=C(C(=C(C=C1)F)F)NC1=C(C=C(C=C1)I)F)O)(C)C)=O